N-(3,5-difluoro-4-((6-methoxy-7-(2-(methylamino)ethoxy)quinolin-4-yl)oxy)phenyl)-4-(oxetan-3-yloxy)pyridine-3-carboxamide FC=1C=C(C=C(C1OC1=CC=NC2=CC(=C(C=C12)OC)OCCNC)F)NC(=O)C=1C=NC=CC1OC1COC1